FC=1C=C(N)C=CC1 3-Fluoroaniline